C(C)(C)(C)OC(=O)N1[C@H](CNC[C@H]1C)C (3S,5R)-4-(tert-butoxycarbonyl)-3,5-dimethylpiperazin